2-ethoxythiocarbonylsulfamoylacetic acid sodium salt [Na+].C(C)OC(=S)NS(=O)(=O)CC(=O)[O-]